COC=1C=C(C=C2CN(CC(C2=O)=CC2=CC(=C(C(=C2)OC)OC)OC)S(=O)(=O)C2=CC=C(C=C2)F)C=C(C1)OC 3-(3,5-dimethoxybenzylidene)-5-(3,4,5-trimethoxybenzylidene)-N-(4-fluorobenzenesulfonyl)-4-piperidone